C(#N)C(C(=O)C1=C(C=C(C=C1)S(=O)(=O)C)C(F)(F)F)C(=O)C1(CC1)C 2-cyano-1-[4-(methylsulfonyl)-2-trifluoromethylphenyl]-3-(1-methyl-cycloprop-yl)propane-1,3-dione